ClC1=CC2=C(N(C(N=C2N2[C@H](CN(CC2)C(C=C)=O)C)=O)C=2C(=NC=NC2)C2(CC2)C)N=C1C1=C(C=CC=C1)F 6-chloro-7-(2-fluorophenyl)-1-(4-(1-methylcyclopropyl)-5-pyrimidinyl)-4-((2S)-2-methyl-4-(2-propenoyl)-1-piperazinyl)pyrido[2,3-d]pyrimidin-2(1H)-one